3-((4-amino-3-iodo-1H-pyrazolo[3,4-d]pyrimidin-1-yl)methyl)pyrrolidine-1-carboxylic acid tert-butyl ester C(C)(C)(C)OC(=O)N1CC(CC1)CN1N=C(C=2C1=NC=NC2N)I